N-((3S,4S)-3-((7-(2,6-dichloro-3,5-dimethoxyphenyl)-5-((tetrahydrofuran-3-yl)amino)-2,6-naphthyridin-3-yl)amino)tetrahydro-2H-pyran-4-yl)acrylamide ClC1=C(C(=C(C=C1OC)OC)Cl)C1=NC(=C2C=C(N=CC2=C1)N[C@@H]1COCC[C@@H]1NC(C=C)=O)NC1COCC1